N-{4-[5-(3,5-dimethyl-1,2-oxazol-4-yl)-2-[(2S)-6-oxopiperidin-2-yl]-1,3-benzodiazol-1-yl]cyclohexyl}prop-2-enamide CC1=NOC(=C1C1=CC2=C(N(C(=N2)[C@H]2NC(CCC2)=O)C2CCC(CC2)NC(C=C)=O)C=C1)C